(2-hydroxyethyl)pyrrolidine-1-carboxylate OCCOC(=O)N1CCCC1